4,4'-[(3-ethoxy-4-hydroxyphenyl)methylene]bis(2-isopropylphenol) C(C)OC=1C=C(C=CC1O)C(C1=CC(=C(C=C1)O)C(C)C)C1=CC(=C(C=C1)O)C(C)C